2-(4-(aminomethyl)-3-methylphenyl)-N-(3-(piperidin-1-yl)propyl)benzo[d]imidazo[2,1-b]thiazole-7-carboxamide NCC1=C(C=C(C=C1)C=1N=C2SC3=C(N2C1)C=CC(=C3)C(=O)NCCCN3CCCCC3)C